ClC1=CC=C2C(=C(N(C2=C1Cl)C=1N=NN(C1)C)CO)C=1C=NN(C1)C1OCCCC1 (6,7-dichloro-1-(1-methyl-1H-1,2,3-triazol-4-yl)-3-(1-(tetrahydro-2H-pyran-2-yl)-1H-pyrazol-4-yl)-1H-indol-2-yl)methanol